C(C1=CC=CC=C1)N(CC(CCOCCOCCOCCNC(OC(C)(C)C)=O)F)CC1=CC=CC=C1 Tert-butyl N-[2-[2-[2-[4-(dibenzylamino)-3-fluoro-butoxy]ethoxy]ethoxy]ethyl]carbamate